5-bromo-3-(3-((tert-butyldiphenylsilyl)oxy)-2,2-difluoropropyl)-1H-indole BrC=1C=C2C(=CNC2=CC1)CC(CO[Si](C1=CC=CC=C1)(C1=CC=CC=C1)C(C)(C)C)(F)F